6-bromo-1-chloro-8-(6-azaspiro[2.5]octan-6-yl)phthalazine BrC=1C=C2C=NN=C(C2=C(C1)N1CCC2(CC2)CC1)Cl